4,6,7-trimethyl-1,3-dihydro-2H-pyrrolo[3,4-C]pyridine-2-carboxylic acid tert-butyl ester C(C)(C)(C)OC(=O)N1CC=2C(=NC(=C(C2C1)C)C)C